FC=1C=C(C=CC1C1=NOC(=N1)C)C1=CC=CC=2N1N=CC2C(=O)N2CCCCC2 [7-[3-fluoro-4-(5-methyl-1,2,4-oxadiazol-3-yl)phenyl]pyrazolo[1,5-a]pyridin-3-yl]-(1-piperidyl)methanone